benzyl (2S,4S)-4-(methoxymethyl)pyrrolidine-2-carboxylate hydrochloride Cl.COC[C@H]1C[C@H](NC1)C(=O)OCC1=CC=CC=C1